(1R,2S,5S)-N-[(1S)-1-cyano-2-[(2S)-3-oxo-4H-1,4-benzoxazin-2-yl]ethyl]-3-[(2S)-3,3-dimethyl-2-(pyrimidin-5-ylamino)butanoyl]-6,6-dimethyl-3-azabicyclo[3.1.0]hexane-2-carboxamide C(#N)[C@H](C[C@@H]1OC2=C(NC1=O)C=CC=C2)NC(=O)[C@@H]2[C@H]1C([C@H]1CN2C([C@H](C(C)(C)C)NC=2C=NC=NC2)=O)(C)C